(Z)-ethyl 3-(2-aminophenyl)-2-fluoroacrylate NC1=C(C=CC=C1)\C=C(\C(=O)OCC)/F